COCC1C(OC2=C1C=CC=C2)=O 3-(methoxymethyl)-2(3H)benzofuranone